N-[(1S)-2-[[(1R)-1-cyano-2-[(3S)-2-oxo-3-piperidyl]ethyl]amino]-1-(cyclopropylmethyl)-2-oxo-ethyl]-4-methoxy-1H-indole-2-carboxamide C(#N)[C@@H](C[C@H]1C(NCCC1)=O)NC([C@H](CC1CC1)NC(=O)C=1NC2=CC=CC(=C2C1)OC)=O